(S)-N-((S)-1-(5-(4-(3,5-Dimethyl-1H-pyrazol-1-yl)phenyl)-1H-imidazol-2-yl)-7-oxononyl)-6-methyl-6-azaspiro[2.5]octan-1-carboxamid CC1=NN(C(=C1)C)C1=CC=C(C=C1)C1=CN=C(N1)[C@H](CCCCCC(CC)=O)NC(=O)[C@H]1CC12CCN(CC2)C